3-methylphenyl 4'-pentyl-[1,1'-bi(cyclohexane)]-4-carboxylate C(CCCC)C1CCC(CC1)C1CCC(CC1)C(=O)OC1=CC(=CC=C1)C